[NH4+].[NH4+] ammonium ammonium salt